2,7-di-tert-butyl-anthracene NATRIUM CITRAT C(CC(O)(C(=O)[O-])CC(=O)[O-])(=O)[O-].[Na+].C(C)(C)(C)C1=CC2=CC3=CC(=CC=C3C=C2C=C1)C(C)(C)C.[Na+].[Na+]